[O-]S(=O)(=O)C(F)(F)F.[Nd+3].[O-]S(=O)(=O)C(F)(F)F.[O-]S(=O)(=O)C(F)(F)F Neodymium triflate